IC=1C=C(C(=O)NCCOCCOCCOCCOC)C=CC1 3-iodo-N-(2,5,8,11-tetraoxatridecane-13-yl)benzamide